(E)-3-(6-aminopyridin-3-yl)-N-((5-(5-(4,4-difluoropiperidine-1-carbonyl)pyridin-2-yl)-7-(isoquinolin-6-yl)benzofuran-2-yl)methyl)acrylamide NC1=CC=C(C=N1)/C=C/C(=O)NCC=1OC2=C(C1)C=C(C=C2C=2C=C1C=CN=CC1=CC2)C2=NC=C(C=C2)C(=O)N2CCC(CC2)(F)F